CC1=NC=C(C=C1N1N=C(C(=C1C)[N+](=O)[O-])OCC(CO)F)C 3-((1-(2,5-dimethylpyridin-3-yl)-5-methyl-4-nitro-1H-pyrazol-3-yl)oxy)-2-fluoropropan-1-ol